diphenyl-(9-ethyl-9H-carbazol-3-yl)sulfoxonium C1(=CC=CC=C1)[S+](=O)(C=1C=CC=2N(C3=CC=CC=C3C2C1)CC)C1=CC=CC=C1